OC1=CC=C(C=C1)C(C1=CC(=C(C(=C1)C)O)C)C1=CC(=C(C(=C1)C)O)C 4,4'-[(4-hydroxyphenyl)methylene]bis[2,6-dimethylphenol]